L-glutamic acid 5-benzyl 1-(tert-butyl) ester C(C)(C)(C)OC([C@@H](N)CCC(=O)OCC1=CC=CC=C1)=O